(5-(((cis)-2-(3-(4-chloropyridin-2-yl)azetidin-1-yl)cyclohexyl)oxy)-1-oxoisoindolin-2-yl)piperidine-2,6-dione ClC1=CC(=NC=C1)C1CN(C1)[C@@H]1[C@@H](CCCC1)OC=1C=C2CN(C(C2=CC1)=O)N1C(CCCC1=O)=O